(R)-2-fluoro-1-phenylethane-1-amine hydrochloride Cl.FC[C@H](N)C1=CC=CC=C1